1,1-dimercaptomethane SCS